2-[(R)-amino[1-(1-hydroxycyclopropanecarbonyl)piperidin-4-yl]methyl]-4,5-dichlorophenol N[C@@H](C1=C(C=C(C(=C1)Cl)Cl)O)C1CCN(CC1)C(=O)C1(CC1)O